6-(2-((5-bromo-2-(trifluoromethoxy)phenyl)amino)-5-fluoropyrimidin-4-yl)-3,3-dimethylisoindole BrC=1C=CC(=C(C1)NC1=NC=C(C(=N1)C1=CC=C2C(N=CC2=C1)(C)C)F)OC(F)(F)F